carboxymethyltetrahydrofuran C(=O)(O)CC1OCCC1